C1(=CC=CC=C1)[Pt]C1=CC=CC=C1 diphenyl-platinum (II)